3,3-bis(((Z)-non-2-en-1-yl)oxy)propan-1-ol C(\C=C/CCCCCC)OC(CCO)OC\C=C/CCCCCC